3-(3-fluoro-4-methyl-pyrrolidin-1-yl)indazole FC1CN(CC1C)C1=NNC2=CC=CC=C12